NC1=C(C=2C(=NC(=C3C2OCC3)C)N1C1=C(C(=CC=C1C)O)Cl)C(=O)N (S)-7-amino-6-(2-chloro-3-hydroxy-6-methylphenyl)-4-methyl-2,3-dihydrofuro[2,3-d]pyrrolo[2,3-b]pyridine-8-carboxamide